CC1=C(C(=CC(=C1)N1CC2=CC=C(C=C2CC1)S(=O)(=O)C)C)C(C(=O)N)C(C)(C)C (2,6-dimethyl-4-(6-(methylsulfonyl)-3,4-dihydroisoquinolin-2(1H)-yl)phenyl)-3,3-dimethylbutyramide